C(C)(=O)OC1CCC2CCC3C(CCC4CCC5OC534)C2C1NC(=O)NCCN1CC(NCC1)=O (3-(2-(3-oxopiperazin-1-yl)ethyl)ureido)hexadecahydronaphtho[1',2':6,7]indeno[1,7a-b]oxiren-2-yl acetate